BrC=1C=CC(=NC1)N1CC2N(C(C1)C2)C=2C=NC(=CC2)OC 3-(5-bromopyridin-2-yl)-6-((6-methoxypyridin-3-yl))-3,6-diazabicyclo[3.1.1]Heptane